(Z)-3-(1-(4-amino-2-fluorobut-2-en-1-yl)-2-methyl-1H-benzo[d]imidazol-4-yl)-N,N-dimethylbenzenesulfonamide NC\C=C(\CN1C(=NC2=C1C=CC=C2C=2C=C(C=CC2)S(=O)(=O)N(C)C)C)/F